7-cyclopropyl-1-(4-(difluoromethoxy)phenyl)-3-(1-methyl-1H-benzo[d]imidazol-6-yl)-2(1H)-quinoxalinone C1(CC1)C1=CC=C2N=C(C(N(C2=C1)C1=CC=C(C=C1)OC(F)F)=O)C=1C=CC2=C(N(C=N2)C)C1